uridine 3'-diphosphate P(O)(=O)(OP(=O)(O)O)O[C@H]1[C@H]([C@@H](O[C@@H]1CO)N1C(=O)NC(=O)C=C1)O